tert-butyl N-[4-[5-[1-(2,6-dioxo-3-piperidyl)-3-methyl-2-oxo-benzimidazol-5-yl] pentylcarbamoyl]cyclohexyl]-N-methyl-carbamate O=C1NC(CCC1N1C(N(C2=C1C=CC(=C2)CCCCCNC(=O)C2CCC(CC2)N(C(OC(C)(C)C)=O)C)C)=O)=O